CN(CCN1N=CC(=C1)CN(CCCCCC(=O)OC(CCCCCC)CCCCCCCC)CCCCCC(=O)OC(CCCCCC)CCCCCCCC)C di(pentadecan-7-yl) 6,6'-(((1-(2-(dimethylamino)ethyl)-1H-pyrazol-4-yl)methyl)azanediyl)dihexanoate